FC=1C=C(C=CC1)S(=O)(=O)N1C2CN(CC1CC2)C(=O)C=2N=NN(C2)[Na] ({8-[(3-fluorophenyl)sulfonyl]-3,8-diazabicyclo[3.2.1]oct-3-yl}carbonyl)-1,2,3-triazol-1-yl-sodium